NC=1C=C2CCCN(C2=CC1)C(=O)OC(C)(C)C tert-butyl 6-amino-3,4-dihydro-2H-quinoline-1-carboxylate